4-hydrazino-1-(2-fluoro-6-methoxyphenyl)-6-oxo-1,6-dihydropyridazine-3-carboxylic acid methyl ester COC(=O)C1=NN(C(C=C1NN)=O)C1=C(C=CC=C1OC)F